N-[[4-(4-hydroxy-1-piperidyl)-1-[4-(trifluoromethoxy)phenyl]pyrazolo[3,4-b]pyridin-3-yl]methyl]prop-2-enamide OC1CCN(CC1)C1=C2C(=NC=C1)N(N=C2CNC(C=C)=O)C2=CC=C(C=C2)OC(F)(F)F